N-(3,3-dimethyl-2,3-dihydro-1H-indol-6-yl)-2-[(pyridin-4-ylmethyl)amino]pyridin-3-carboxamide CC1(CNC2=CC(=CC=C12)NC(=O)C=1C(=NC=CC1)NCC1=CC=NC=C1)C